NC1=NC=NN2C1=CC=C2C=2C=C(C(=NC2)OC)C(=O)N[C@@H]2CN(C[C@@H]2F)C(C2=CC=C(C=C2)F)=O 5-{4-aminopyrrolo[2,1-f][1,2,4]triazin-7-yl}-N-[(3R,4S)-4-fluoro-1-(4-fluorobenzoyl)pyrrolidin-3-yl]-2-methoxypyridine-3-carboxamide